rac-(4R)-6-bromo-4-methyl-1,3,4,5-tetrahydro-1,5-benzodiazepin-2-one BrC1=CC=CC=2NC(C[C@H](NC21)C)=O |r|